ClC1=NC(=C(C(=N1)C(=O)OC)I)Cl methyl 2,6-dichloro-5-iodopyrimidine-4-carboxylate